2-(heptan-4-yloxy)-7-((6-(2-(methylamino)ethoxy)pyridin-3-yl)methyl)imidazo[2,1-f][1,2,4]triazin-4-amine CCCC(CCC)OC1=NN2C(C(=N1)N)=NC=C2CC=2C=NC(=CC2)OCCNC